tert-butyl 6-(3-(4-methoxybenzyl)ureido)-2-azaspiro[3.3]heptane-2-carboxylate COC1=CC=C(CNC(NC2CC3(CN(C3)C(=O)OC(C)(C)C)C2)=O)C=C1